N1=C2C(=CC=C1)CC=1C2=NC=CC1 5H-cyclopenta[1,2-b:5,4-b']dipyridine